NC=1C=C2C=C(N(C2=CC1F)C[C@H](COCC1=CC=CC=C1)O)C(COCC1=CC=CC=C1)(C)C (R)-1-(5-amino-2-(1-(benzyloxy)-2-methylpropan-2-yl)-6-fluoro-1H-indol-1-yl)-3-(benzyloxy)propan-2-ol